C1(=CC=CC=C1)C1(N=C(C2=CC=CC=C12)C1=CC=CC=C1)C(=O)OCC ethyl 1,3-diphenyl-1H-isoindolecarboxylate